COC1=CC=C(C=N1)[C@H](CC(=O)O)N1C(C=2N(CC1)C=C(C2)CCC2NC1=NC=CC=C1CC2)=O (3S)-3-(6-methoxypyridin-3-yl)-3-(1-oxo-7-(2-(1,2,3,4-tetrahydro-1,8-naphthyridin-2-yl)ethyl)-3,4-dihydropyrrolo[1,2-a]pyrazin-2(1H)-yl)propionic acid